NC=1C2=C(N=CN1)N(C(=C2C2=CC(=C(C=C2)OC2=NC=CC=N2)CC)C2=CC=C(C=C2)NC(C=C)=O)C N-(4-(4-amino-5-(3-ethyl-4-(pyrimidin-2-yloxy)phenyl)-7-methyl-7H-pyrrolo[2,3-d]pyrimidin-6-yl)phenyl)acrylamide